The molecule is a carbohydrazide resulting from the formal condensation of the carboxy group of isonicotinic acid with hydrazine and subsequent acetylation of the monosubstituted nitrogen atom. It has a role as a metabolite. It derives from an isoniazide. CC(=O)NNC(=O)C1=CC=NC=C1